NC=1C=C(C=CC1)S(=O)(=O)NC1=NC(=CC(=N1)OC1=CC=C(C=C1)CO)C1=C(C=CC=C1)C 3-amino-N-[4-[4-(hydroxymethyl)phenoxy]-6-(o-tolyl)pyrimidin-2-yl]benzenesulfonamide